COC(C=CCCCCCCCCCCCCCCC)OC octadecenal dimethyl acetal